C1=NC=CC2=C1C1=C(O2)C=CC=C1 benzofuro[3,2-c]pyridine